tert-Butyl 4-(((1-methyl-3-(trifluoromethyl)-1H-pyrazol-4-yl)sulfonyl)methyl)piperidine-1-carboxylate CN1N=C(C(=C1)S(=O)(=O)CC1CCN(CC1)C(=O)OC(C)(C)C)C(F)(F)F